OCC[C@H]1[C@H]2[C@H](C(=C(N2C1=O)C(=O)[O-])C1=CC=C(C=C1)N)C (4S,5R,6S)-6-[(1'R)-hydroxy-ethyl]-4-methyl-7-oxo-3-(4-amino-phenyl)-1-aza-bicyclo[3.2.0]hept-2-ene-2-carboxylate